[Al].[Y].[Ho].[Tm] thulium-holmium yttrium aluminum